C(=C)[Si](O[Si](OCC)(OCC)C=C)(OCC)OCC 1,3-Diethenyl-1,1,3,3-tetraethoxydisiloxane